ClC1=CC=C(C=C1)C1=C(C=CC=C1)CN1CC2CCC(C1)N2C=2C=C1C(N(C(C1=CC2F)=O)C2C(NC(CC2)=O)=O)=O 5-(3-((4'-chloro-[1,1'-biphenyl]-2-yl)methyl)-3,8-diazabicyclo[3.2.1]octane-8-yl)-2-(2,6-dioxopiperidin-3-yl)-6-fluoroisoindoline-1,3-dione